(12aR)-9-bromo-10-chloro-8-[(trimethylsilyl)ethynyl]-3,4,12,12a-tetrahydro-6H-pyrazino[2,1-c][1,4]benzoxazepine-2(1H)-carboxylic acid tert-butyl ester C(C)(C)(C)OC(=O)N1C[C@@H]2COC3=C(CN2CC1)C=C(C(=C3Cl)Br)C#C[Si](C)(C)C